5-vinyl-hexahydro-1,3,2-benzodioxathiol-2-oxide C(=C)C1CC2C(OS(O2)=O)CC1